F[P-](F)(F)(F)(F)F.C(C)(C)(C)C=1C=C(C=C(C1)OC1=CC=2N(C3=CC=CC=C3C2C=C1)C1=NC=CC(=C1)C(C)(C)C)N1C=[N+](C(=C1)C1=CC=C(C=C1)C1=CC=CC=C1)C 1-(3-tert-butyl-5-(9-(4-tert-butylpyridin-2-yl)-9H-carbazol-2-yloxy)phenyl)-3-methyl-4-(biphenyl-4-yl)-1H-imidazol-3-ium hexafluorophosphate